1-{2-[(1R,3R)-3-(phenylmethoxy)cyclobutyl]Pyrimidin-5-yl}urea C1(=CC=CC=C1)COC1CC(C1)C1=NC=C(C=N1)NC(=O)N